C[C@H]1CCN(C(=C1)OS(=O)(=O)C(F)(F)F)C(=O)OC(C)(C)C |r| tert-butyl rac-(4S)-4-methyl-6-(trifluoromethylsulfonyloxy)-3,4-dihydro-2H-pyridine-1-carboxylate